(1S,3R)-3-{3-[(1,2-oxazol-5-ylacetyl)amino]-1H-pyrazol-5-yl}cyclopentyl propan-2-ylcarbamate CC(C)NC(O[C@@H]1C[C@@H](CC1)C1=CC(=NN1)NC(CC1=CC=NO1)=O)=O